5-isothiocyanato-3-(trifluoromethyl)pyridine N(=C=S)C=1C=C(C=NC1)C(F)(F)F